C1NC=NC=2N=CC=3N(C12)C=NC3 dihydroimidazo[1,5-F]pteridine